C(O)(O)=O.C1(CC(C(CC1)C(C)C)C(CO)O)C menthyl-ethyleneglycol carbonate